(2S,4r)-1-[(2S)-2-[4-(6-cyano-3-pyridinyl)triazol-1-yl]-3,3-dimethyl-butyryl]-4-hydroxy-N-methyl-pyrrolidine-2-carboxamide C(#N)C1=CC=C(C=N1)C=1N=NN(C1)[C@H](C(=O)N1[C@@H](C[C@H](C1)O)C(=O)NC)C(C)(C)C